1-(4-((1R,4R)-7'-hydroxy-1'-methylspiro[cyclohexane-1,3'-isochroman]-4'-yl)phenyl)piperidine-4-carbaldehyde OC1=CC=C2C(C3(OC(C2=C1)C)CCCCC3)C3=CC=C(C=C3)N3CCC(CC3)C=O